CS(=O)(=O)N1CCN(CC1)C1=NC(=NC(=N1)N1CCOCC1)C1=CC2=C(N=C(S2)N)C=C1 6-(4-(4-(methylsulfonyl)piperazin-1-yl)-6-morpholino-1,3,5-triazin-2-yl)benzo[d]thiazol-2-amine